methyl (Z)-1-(4-amino-2-fluorobut-2-en-1-yl)-2-methyl-4-(3-(N-methylsulfamoyl)phenyl)-1H-benzo[d]imidazol-6-carboxylate NC\C=C(\CN1C(=NC2=C1C=C(C=C2C2=CC(=CC=C2)S(NC)(=O)=O)C(=O)OC)C)/F